methyl (E)-3-(2-methyl-5-nitrophenyl)acrylate CC1=C(C=C(C=C1)[N+](=O)[O-])/C=C/C(=O)OC